Methyl-2-(2-fluoro-3-methylphenyl)-5-[1-(phenylsulfonyl)-1H-pyrrolo[2,3-b]pyridin-4-yl]-1H-pyrrole-3-carboxylate COC(=O)C1=C(NC(=C1)C1=C2C(=NC=C1)N(C=C2)S(=O)(=O)C2=CC=CC=C2)C2=C(C(=CC=C2)C)F